NC=1C(=NC(=CN1)C1=C(C=C(C=C1)NC(C(O)C1=CC(=CC(=C1)F)F)=O)Cl)C(=O)O 3-amino-6-(2-chloro-4-(2-(3,5-difluorophenyl)-2-hydroxyacetamido)phenyl)pyrazine-2-carboxylic acid